N1(C=NC=C1)C=1C=CC(=C(C1)O)C=1N=NC(=CN1)N([C@@H]1CNCC1)C (S)-5-(1H-imidazol-1-yl)-2-(6-(methyl-(pyrrolidin-3-yl)amino)-1,2,4-triazin-3-yl)phenol